1,2-Bis((2S,5S)-2,5-dimethylphospholan-1-yl)benzene C[C@@H]1P([C@H](CC1)C)C1=C(C=CC=C1)P1[C@H](CC[C@@H]1C)C